benzyl ((5-(((1S,3S,5S)-2-(3-aminopropanoyl)-5-methyl-2-azabicyclo[3.1.0]hexane-3-carboxamido)methyl)thiophen-3-yl)(imino)-methyl)carbamate NCCC(=O)N1[C@H]2C[C@]2(C[C@H]1C(=O)NCC1=CC(=CS1)C(=N)NC(OCC1=CC=CC=C1)=O)C